FC1=CC=CC=2C(=C(OC21)CN(C(/C=C/C2=CC1=C(NC(C(CC1)NC(OC(C)(C)C)=O)=O)N=C2)=O)C)C tert-Butyl (E)-(3-(3-(((7-fluoro-3-methylbenzofuran-2-yl)methyl)(methyl)amino)-3-oxoprop-1-en-1-yl)-8-oxo-6,7,8,9-tetrahydro-5H-pyrido[2,3-b]azepin-7-yl)carbamate